NCC1C(CN(CC1)C(=O)OC(C)(C)C)C(F)(F)F tert-Butyl 4-(aminomethyl)-3-(trifluoromethyl)piperidine-1-carboxylate